F[C@H]1CC(CN(C1)C)NC=1C(N(C(=NN1)C1=C(C=C(C=C1)C(F)(F)F)O)C)=O 6-[[(5S)-5-fluoro-1-methyl-3-piperidinyl]amino]-3-[2-hydroxy-4-(trifluoromethyl)phenyl]-4-methyl-1,2,4-triazin-5-one